C(C)(=O)C=1C(=CC2=C(OCO2)C1)NC(CN1CC(CCC1)C1=NC2=C(N1)C=CC=C2)=O N-(6-Acetyl-benzo[1,3]dioxol-5-yl)-2-[3-(1H-benzoimidazol-2-yl)-piperidin-1-yl]-acetamide